C(C1=CC=CC=C1)N1C[C@]2(CC[C@@H]([C@H]1CO)N2C(=O)OC(C)(C)C)COC tert-butyl (1R,4S,5S)-3-benzyl-4-(hydroxymethyl)-1-(methoxymethyl)-3,8-diazabicyclo[3.2.1]octane-8-carboxylate